(3S)-1-[(2R)-2-[[4-(2-chloro-4-fluoro-phenyl)-2-methyl-7-quinolyl]oxy]propanoyl]piperidine-3-carboxylic acid ClC1=C(C=CC(=C1)F)C1=CC(=NC2=CC(=CC=C12)O[C@@H](C(=O)N1C[C@H](CCC1)C(=O)O)C)C